FCC(OC=1C=C2C(N(C(N(C2=CC1)C1CCN(CC1)C=O)=O)CC=1C=CC(=C(OCC(=O)N)C1)OC)=O)CF 2-[5-({6-[2-fluoro-1-(fluoromethyl)ethoxy]-1-(1-formylpiperidin-4-yl)-2,4-dioxo-1,4-dihydroquinazolin-3(2H)-yl}methyl)-2-methoxyphenoxy]acetamide